4-(5-(3-chloro-5-(trifluoromethyl)phenyl)-5-(trifluoromethyl)-4,5-dihydro-isoxazol-3-yl)-2-methylbenzoic acid ClC=1C=C(C=C(C1)C(F)(F)F)C1(CC(=NO1)C1=CC(=C(C(=O)O)C=C1)C)C(F)(F)F